C(#N)C1=CC(=C(C=C1)C1=CC(=NC(=C1)C1CC1)NC(C=1C(N(C=C(C1)CNC[C@H](C)OC)C1CC1)=O)=O)C(=O)N1CC(C1)(F)F N-(4-{4-cyano-2-[(3,3-difluoro-1-azetidinyl)carbonyl]phenyl}-6-cyclopropyl-2-pyridyl)-5-{[(S)-2-methoxypropylamino]methyl}-1-cyclopropyl-2-oxo-1,2-dihydronicotinamide